ClC1=C(C(=NC=C1)NC(OC(C)(C)C)=O)C=O tert-Butyl (4-chloro-3-formylpyridin-2-yl)carbamate